C(C)N1C(C2=C(C=C1C(F)(F)F)N=C(N2C)C2=C(C=C(C=N2)C2(CC2)C#N)[S@@](=O)(=N)CC)=O |r| racemic-1-[6-[5-ethyl-3-methyl-4-oxo-6-(trifluoromethyl)imidazo[4,5-c]pyridin-2-yl]-5-(ethylsulfonimidoyl)-3-pyridyl]cyclopropanecarbonitrile